3-(3-chlorobenzyl)-6-(4-chlorobenzyl)-1,2,3,4-tetrahydropyrido[3,4-e]pyrrolo[1,2-a]pyrimidine ClC=1C=C(CN2CC=3CN(C=4N(C3CC2)C=CC4)CC4=CC=C(C=C4)Cl)C=CC1